BrCC1CN(CN1CCO[Si](C)(C)C(C)(C)C)C (Z)-5-(bromomethyl)-1-(2-((tert-butyldimethylsilyl)oxy)ethyl)-3-methylimidazoline